C(#N)CC(=O)N1C[C@@H]([C@@H](CC1)C)N(C=1C2=C(N=CN1)N(C=C2)C(=O)NC2CCC(CC2)NC(OC(C)(C)C)=O)C tert-butyl (4-(4-(((3R,4R)-1-(2-cyanoacetyl)-4-methylpiperidin-3-yl)(methyl)amino)-7H-pyrrolo[2,3-d]pyrimidine-7-carboxamido)cyclohexyl)carbamate